(R)-1-(5-(difluoromethoxy)-2-fluorophenyl)-3-(3-hydroxy-3-methylbutan-2-yl)-N-(4-methyl-1,1-dioxidotetrahydro-2H-thiopyran-4-yl)-2-oxo-2,3-dihydro-1H-benzo[d]imidazole-5-carboxamide FC(OC=1C=CC(=C(C1)N1C(N(C2=C1C=CC(=C2)C(=O)NC2(CCS(CC2)(=O)=O)C)[C@H](C)C(C)(C)O)=O)F)F